(R)-3-(5-(4-((4-(4-((1S,2S)-6-hydroxy-2-phenyl-1,2,3,4-tetrahydronaphthalen-1-yl)-1H-pyrazol-1-yl)piperidin-1-yl)methyl)piperidin-1-yl)-1-oxoisoindolin-2-yl)piperidine-2,6-dione OC=1C=C2CC[C@@H]([C@@H](C2=CC1)C=1C=NN(C1)C1CCN(CC1)CC1CCN(CC1)C=1C=C2CN(C(C2=CC1)=O)[C@H]1C(NC(CC1)=O)=O)C1=CC=CC=C1